3-(((2,3,4-trifluorobenzyl)oxy)methyl)cyclobutanol FC1=C(COCC2CC(C2)O)C=CC(=C1F)F